C(C(C)(C)C)(=O)OCCNP(=O)(OC1=CC=CC=C1)OC[C@]1(O[C@H]([C@@H]([C@@H]1O)O)C1=CC=C2C(=NC=NN21)N)C#N 2-(((((2R,3S,4R,5S)-5-(4-aminopyrrolo[2,1-f][1,2,4]triazin-7-yl)-2-cyano-3,4-dihydroxytetrahydrofuran-2-yl)methoxy)(phenoxy)phosphoryl)amino)ethyl pivalate